4-[6-[1-(Cyanomethylamino)cyclobutyl]pyrazolo[1,5-a]pyridin-3-yl]-2-(difluoromethoxy)-N-[(1R,2S)-2-fluorocyclopropyl]-6-methoxy-benzamide C(#N)CNC1(CCC1)C=1C=CC=2N(C1)N=CC2C2=CC(=C(C(=O)N[C@H]1[C@H](C1)F)C(=C2)OC)OC(F)F